FC=1C=C(C=CC1C)CNC(=O)N1[C@H](CCC1)C(=O)NC1=CC=C(C=C1)C=1C=CC(=NC1C)C(=O)O 5-{4-[(1-{[(3-fluoro-4-methylphenyl)methyl]carbamoyl}-D-prolyl)amino]phenyl}-6-methylpyridine-2-carboxylic acid